COC(C1=NC(=C(C(=C1Cl)N1C(C2=CC=CC=C2C1=O)=O)Cl)Cl)=O 3,5,6-trichloro-4-(1,3-dioxoisoindolin-2-yl)picolinic acid methyl ester